Trans-4-((1-(2-((S)-1-(2,2-difluorobenzo[d][1,3]dioxol-5-yl)ethoxy)pyridin-4-yl)-3-(trifluoromethyl)-4,5,6,7-tetrahydro-1H-indazol-7-yl)oxy)cyclohexane-1-carboxylic acid FC1(OC2=C(O1)C=CC(=C2)[C@H](C)OC2=NC=CC(=C2)N2N=C(C=1CCCC(C21)O[C@@H]2CC[C@H](CC2)C(=O)O)C(F)(F)F)F